Cl.N1C=NC=C1CC=1SC=C(N1)[C@H](CC1=CC=C(C=C1)[N+](=O)[O-])N (S)-1-(2-((1H-imidazol-5-yl)methyl)thiazol-4-yl)-2-(4-nitrophenyl)ethanamine hydrochloride